OC(COC=1C=C(C=C(C1)F)[C@@H]1N(CCC1)C1=NC=2N(C=C1)N=CC2C(=O)N)CO 5-((2R)-2-(3-(2,3-dihydroxypropoxy)-5-fluorophenyl)pyrrolidin-1-yl)pyrazolo[1,5-a]pyrimidine-3-carboxamide